C(C)OC(=O)C1=NNC(=C1C(C)C)NC(CC(=O)OCC)=O 5-(3-ethoxy-3-oxopropanamido)-4-isopropyl-1H-pyrazole-3-carboxylic acid ethyl ester